FC1=C(C=CC(=C1)OC1=NC(=NC=C1)N1C[C@@H]2[C@H](C1)COC2)NC2=NC=NC1=CC(=C(C=C21)NC2CCN(CC2)C(C=C)=O)OC 1-(4-((4-((2-fluoro-4-((2-((3aR,6aS)-tetrahydro-1H-furo[3,4-c]pyrrol-5(3H)-yl)pyrimidin-4-yl)oxy)phenyl)amino)-7-methoxyquinazolin-6-yl)amino)piperidin-1-yl)prop-2-en-1-one